N-((3-cyano-4-((2R,4R)-2-(2-(dimethylamino)ethyl)-4-phenylpyrrolidin-1-yl)-5-fluorophenyl)sulfonyl)-1-methoxycyclohexane-1-carboxamide C(#N)C=1C=C(C=C(C1N1[C@H](C[C@@H](C1)C1=CC=CC=C1)CCN(C)C)F)S(=O)(=O)NC(=O)C1(CCCCC1)OC